OCCC[NH2+]CCCO di(hydroxypropyl)ammonium